3,8-Dimethoxyphenanthridine-6(5H)-one COC=1C=CC=2C3=CC=C(C=C3C(NC2C1)=O)OC